ClC1=C(C(=CC=C1)Cl)N1N=C(C(=C1)NC1=CC=C(C=C1)N1N=C(C=C1)C)C(=O)N 1-(2,6-dichlorophenyl)-4-((4-(3-methyl-1H-pyrazol-1-yl)phenyl)amino)-1H-pyrazole-3-carboxamide